C1=CC=C(C=2OC3=C(C21)C=CC=C3)C=3C=C(C=CC3)C=3C2=C(N=CN3)C3=C(O2)C=CC(=C3)C3=CC(=CC=C3)C3=CC=CC2=C3OC3=C2C=CC=C3 4,8-bis[3-(dibenzofuran-4-yl)phenyl]-[1]benzofuro[3,2-d]pyrimidine